C1OC23C=CC(CCN)(C=C2O1)OCCO3 4-methylenedioxy-p-ethylenedioxy-phenethylamine